4,4'-dimercaptostilbene SC1=CC=C(C=C1)C=CC1=CC=C(C=C1)S